N-(cyclopropylsulfonyl)-6-methoxypyridine-2-carboxamide C1(CC1)S(=O)(=O)NC(=O)C1=NC(=CC=C1)OC